C(#N)CCCOCCOCCCC#N 1,2-bis(3-cyanopropoxy)ethane